N-(2-Morpholinopyridin-4-yl)-1-(1-oxo-1,2-dihydroisochinolin-5-yl)-5-(trifluoromethyl)-1H-pyrazol-4-carboxamid O1CCN(CC1)C1=NC=CC(=C1)NC(=O)C=1C=NN(C1C(F)(F)F)C1=C2C=CNC(C2=CC=C1)=O